C(C1=CC=CC=C1)N1CCC(CC1)(O)C=1C=C2C(N(C(C2=CC1)=O)C1C(NC(CC1)=O)=O)=O 5-(1-benzyl-4-hydroxypiperidin-4-yl)-2-(2,6-dioxopiperidin-3-yl)isoindoline-1,3-dione